FC=1C=NC=C(C1C1(CC1)C(=O)O)OC 1-(3-fluoro-5-methoxypyridin-4-yl)cyclopropane-1-carboxylic acid